[Cl-].[Cl-].C(C)(C)C1=CC=C(C=C1)C(=[Zr+2](C1=C(C(=CC=2C3=CC(=C(C=C3CC12)C1=CC=CC=C1)C(C)(C)C)C(C)(C)C)C1=CC=CC=C1)C1C=CC=C1)C1=CC=C(C=C1)C(C)C di-(p-isopropylphenyl)methylene(cyclopentadienyl)(2,7-diphenyl-3,6-di-tert-butylfluorenyl)zirconium dichloride